C1(CCCCC1)N(C(=[Se])NC1CCCCC1)C1CCCCC1 N,N,N'-tricyclohexylselenourea